(R)-tert-butyl ((1-(3-isopropoxy-6-nitro-2-(trifluoromethyl)phenyl)piperidin-3-yl)methyl)(methyl)carbamate C(C)(C)OC=1C(=C(C(=CC1)[N+](=O)[O-])N1C[C@@H](CCC1)CN(C(OC(C)(C)C)=O)C)C(F)(F)F